5-chloro-2,4-difluoro-N-methylanilin ClC=1C(=CC(=C(NC)C1)F)F